1-(2-(5-(4-methoxy-2-(trifluoromethyl)phenyl)isoindolin-2-yl)-2-oxoethyl)-1H-1,2,4-triazole-3-carbonitrile COC1=CC(=C(C=C1)C=1C=C2CN(CC2=CC1)C(CN1N=C(N=C1)C#N)=O)C(F)(F)F